tert-butyl (6-((7-((tert-butoxycarbonyl) amino)heptyl)amino)hexyl)carbamate C(C)(C)(C)OC(=O)NCCCCCCCNCCCCCCNC(OC(C)(C)C)=O